ClC=1C=CC2=C(CCC=3C(=NC=CC3)C2=C2CCN(CC2)CC(COC2=CC=C(C=C2)CC(=O)N)O)C1 (4-(3-(4-(8-chloro-5,6-dihydro-11H-benzo[5,6]cyclohepta[1,2-b]pyridin-11-ylidene)piperidin-1-yl)-2-hydroxypropoxy)phenyl)acetamide